COC(C(COC)OC1=CC=C2C(=CC(OC2=C1)=O)C1=C(C=CC=C1)C)=O.COCCN1CC(CCC1)(C)COC1=NC2=CC=CC=C2C=N1 2-((1-(2-methoxyethyl)-3-methylpiperidin-3-yl)methoxy)quinazoline methyl-3-methoxy-2-[4-(o-tolyl)-2-oxo-chromen-7-yl]oxy-propanoate